C1CC(=O)O[C@@H]1C(=O)[O-] The molecule is a monocarboxylic acid anion that is the conjugate base of (S)-alpha-hydroxyglutaric acid-gamma-lactone, obatined by deprotonation of the carboxy group. It derives from a (S)-2-hydroxyglutarate(2-). It is a conjugate base of a (S)-alpha-hydroxyglutaric acid-gamma-lactone.